C(=C)(C)C1C2C=CC(C1)C2 5-isopropenylbicyclo[2.2.1]hept-2-ene